OC1=COC2=C(C=C1)C=CC(=C2O)C([2H])([2H])N2CCC(CC2)C(CCC)([2H])O 3,9-Dihydroxy-8-((4-(1-hydroxybutyl-1-d)piperidin-1-yl)methyl-d2)benzo[5,6]oxepin